C1(CC1)C1=C(C(=NO1)C=1C=NC=CC1C(F)(F)F)C1=CC2(C1)CCN(CC2)C=2C=C1C(=CC(=NC1=CC2)C(=O)O)OC 6-(2-(5-cyclopropyl-3-(4-(trifluoromethyl)pyridin-3-yl)isoxazol-4-yl)-7-azaspiro[3.5]non-1-en-7-yl)-4-methoxyquinoline-2-carboxylic acid